2-amino-N-((4'-(trifluoromethyl)-[1,1'-biphenyl]-4-yl)methyl)pentanamide NC(C(=O)NCC1=CC=C(C=C1)C1=CC=C(C=C1)C(F)(F)F)CCC